C(=O)(O)C(CCCCCCCCCCCCCCCC)[N+](C)(C)C 1-carboxy-N,N,N-trimethyl-1-heptadecanaminium